anti-methyl-silane C[SiH3]